4-aminophenyl 4-aminobenzoate (4-Aminophenyl-aminobenzoate) NC1=CC=C(C=C1)C=1C(=C(C(=O)O)C=CC1)N.NC1=CC=C(C(=O)OC2=CC=C(C=C2)N)C=C1